3,5-di[[(tert-butyl)dimethylsilyl]oxy]benzyl alcohol C(C)(C)(C)[Si](OC=1C=C(CO)C=C(C1)O[Si](C)(C)C(C)(C)C)(C)C